10-Bromodecanoate BrCCCCCCCCCC(=O)[O-]